NC(C(CO)(CO)CO)O 1-amino-2,2-bis(hydroxymethyl)propane-1,3-diol